isopropyl (2,2,2-trifluoroethyl) carbonate C(OC(C)C)(OCC(F)(F)F)=O